5-(1-methyl-3-(trifluoromethyl)-1H-pyrazol-5-yl)-N-(2,4,6-trifluorobenzyl)pyridin-2-amine CN1N=C(C=C1C=1C=CC(=NC1)NCC1=C(C=C(C=C1F)F)F)C(F)(F)F